trimethyloctyl-ammonium bis(trifluoromethylsulfonyl)imide salt [N-](S(=O)(=O)C(F)(F)F)S(=O)(=O)C(F)(F)F.C[N+](CCCCCCCC)(C)C